4-chloro-3-methylsulfanyl-6-trichloromethyl-toluene ClC1=C(C=C(C)C(=C1)C(Cl)(Cl)Cl)SC